FC=1C(=NC=CC1CN1CC(CC1)(C1=CC=C(C=C1)C)O)C=1C=C2CN(C(C2=CC1)=O)C1C(NC(CC1)=O)=O 3-(5-(3-fluoro-4-((3-hydroxy-3-(p-tolyl)pyrrolidin-1-yl)methyl)pyridin-2-yl)-1-oxoisoindolin-2-yl)piperidine-2,6-dione